C(C)N1C=NC2=C1N=NC=C2C2=CC(=C(C=C2)F)C2=C(C=1N(C=C2)C(=NC1)C1CCOCC1)OC 7-Ethyl-4-(4-fluoro-3-(8-methoxy-3-(tetrahydro-2H-pyran-4-yl)imidazo[1,5-a]pyridin-7-yl)phenyl)-7H-imidazo[4,5-c]pyridazine